ClC1=CC=C(C=2CCC12)C(CC1=CC=CC=C1)=O 1-(5-chlorobicyclo[4.2.0]octan-1(6),2,4-trien-2-yl)-2-phenylethane-1-one